SCCCOCCCCOCCCS 1,4-bis(3-mercaptopropyloxy)butane